6-[5-[2-[(4-fluoro-1-methyl-6,7-dihydro-5H-cyclopenta[c]pyridin-6-yl)methylamino]ethyl]-2-oxo-1,3,4-oxadiazol-3-yl]-4H-1,4-benzoxazin-3-one FC=1C2=C(C(=NC1)C)CC(C2)CNCCC2=NN(C(O2)=O)C=2C=CC1=C(NC(CO1)=O)C2